OC1(COC1)C=1C=C(C=C(C1)N1[C@@H](CCC1)C)C=1N=C2C(=NC1)N(C=C2C=2C=NN(C2)C2CCN(CC2)C)C(=O)OC(C)(C)C (R)-tert-butyl 2-(3-(3-hydroxyoxetan-3-yl)-5-(2-methylpyrrolidin-1-yl) phenyl)-7-(1-(1-methylpiperidin-4-yl)-1H-pyrazol-4-yl)-5H-pyrrolo[2,3-b]pyrazine-5-carboxylate